5-bromo-1-methyl-3-((3-(piperazin-1-yl)phenyl)sulfonyl)-1H-indole BrC=1C=C2C(=CN(C2=CC1)C)S(=O)(=O)C1=CC(=CC=C1)N1CCNCC1